C1(CCCCC1)CCNC(=O)C1=CC2=C(SC3=C(C(N2)=O)C=CC=C3)C=C1 N-(2-cyclohexylethyl)-11-oxo-10,11-dihydrodibenzo[b,f][1,4]thiazepine-8-carboxamide